CC(C)CC(C(CC)C)C 2,4,5-trimethylheptane